FC1=C(C=CC=C1)C1CC=2C(=NC(=NC2CC1)O)O 6-(2-fluorophenyl)-5,6,7,8-tetrahydroquinazoline-2,4-diol